5,6,7-Trimethoxy-1-(1-methyl-1H-indol-4-yl)-2,3-dihydroquinolin-4(1H)-one COC1=C2C(CCN(C2=CC(=C1OC)OC)C1=C2C=CN(C2=CC=C1)C)=O